5-(4-(dimethylamino)benzoyl)amino-3-(octahydro-2H-quinolizin-2-yl)-1H-indole CN(C1=CC=C(C(=O)NC=2C=C3C(=CNC3=CC2)C2CC3CCCCN3CC2)C=C1)C